N-[2,4-difluoro-3-[5-(2-piperazin-1-ylpyrimidin-5-yl)-1H-pyrrolo[2,3-b]pyridine-3-carbonyl]phenyl]propane-2-sulfonamide FC1=C(C=CC(=C1C(=O)C1=CNC2=NC=C(C=C21)C=2C=NC(=NC2)N2CCNCC2)F)NS(=O)(=O)C(C)C